rac-4-((2r,4s)-4-ethoxy-1-((5-methoxy-7-(methyl-d3)-1H-indol-4-yl)methyl)piperidin-2-yl)benzoic acid C(C)O[C@@H]1C[C@@H](N(CC1)CC1=C2C=CNC2=C(C=C1OC)C([2H])([2H])[2H])C1=CC=C(C(=O)O)C=C1 |r|